N(C1=CC=CC=C1)C1=C(NC2=C1C(N(C=C2C)C)=O)C2=CC(=NC=C2)NC(C(C)C2=CC=C(C=C2)F)=O N-[4-(3-anilino-5,7-dimethyl-4-oxo-4,5-dihydro-1H-pyrrolo[3,2-c]pyridin-2-yl)pyridin-2-yl]-2-(4-fluorophenyl)propanamide